tris(γ-methacryloxypropyl)ethoxysilane C(C(=C)C)(=O)OCCC[Si](OCC)(CCCOC(C(=C)C)=O)CCCOC(C(=C)C)=O